18-(benzyloxy)-18-oxooctadecan-7-yl dodecanoate C(CCCCCCCCCCC)(=O)OC(CCCCCC)CCCCCCCCCCC(=O)OCC1=CC=CC=C1